ClC1=CC=C(C=N1)C1=CC(=C(S1)C(=O)N1C[C@H](CC1)NC(OC(C)(C)C)=O)C tert-butyl (S)-(1-(5-(6-chloropyridin-3-yl)-3-methylthiophene-2-carbonyl)pyrrolidin-3-yl)carbamate